3-[3-[[ethyl(methyl)sulfamoyl]amino]-6-fluoro-2-methyl-benzoyl]-5-(2-piperazin-1-ylpyrimidin-5-yl)-1H-pyrrolo[2,3-b]pyridine C(C)N(S(=O)(=O)NC=1C(=C(C(=O)C2=CNC3=NC=C(C=C32)C=3C=NC(=NC3)N3CCNCC3)C(=CC1)F)C)C